N1C(=NC=C1)[C@@H](CC)N1C[C@]2(CCN3N=C(C=C32)C=3C=C(C(=NC3)N)OC(F)(F)F)CC1 5-{(3R)-1-[(1R)-1-(1H-imidazol-2-yl)propyl]-5',6'-dihydrospiro[pyrrolidine-3,4'-pyrrolo[1,2-b]pyrazol]-2'-yl}-3-(trifluoromethoxy)pyridin-2-amine